[Si](C)(C)(C(C)(C)C)OCC1=CC=C(C=C1)C(C1CCN(CC1)C=1C=CC(=NC1)N)(F)F 5-[4-[[4-[[tert-butyl(dimethyl)silyl]oxymethyl]phenyl]-difluoro-methyl]-1-piperidyl]pyridin-2-amine